C12=CC=C(N1)C=C1C=CC(=N1)C=C1C=CC(N1)=CC=1C=CC(N1)=C2 21H,23H-porphyrin